CN(C1=NC(=CC(=N1)C)N1CCN(CC1)CC=1N=C(SC1)C1=CC=CC=C1)C N,N,4-trimethyl-6-{4-[(2-phenyl-1,3-thiazol-4-yl)methyl]piperazin-1-yl}pyrimidin-2-amine